O=C(OCC1=CC=CC=C1)COCCOCCOCC(=O)O 3-Oxo-1-phenyl-2,5,8,11-tetraoxatridecane-13-oic acid